[Si](C)(C)(C(C)(C)C)OC/C(=C/C(=O)OCC)/[Sn](CCCC)(CCCC)CCCC ethyl (Z)-4-(tert-butyl-dimethylsilyloxy)-3-(tributylstannyl)-2-butenoate